NC=1NC2=NC=C(N=C2C(N1)=O)C(C(C)O)O 2-Amino-6-(1,2-dihydroxypropyl)-4(1H)-pteridinon